5-(2-((3-morpholinopropyl)amino)-6H-1,3,4-thiadiazin-5-yl)-1H-benzo[d]imidazol-2(3H)-one O1CCN(CC1)CCCNC=1SCC(=NN1)C1=CC2=C(NC(N2)=O)C=C1